C(C1=CC=CC=C1)C(C(=O)C1=CC=C(C=C1)N1CCOCC1)(CC)NC 2-benzyl-2-methylamino-1-(4-morpholinylphenyl)-butan-1-one